N-(2,1,3-benzoselenadiazol-5-yl)-6-chloro-1H-indole-3-sulfonamide N=1[Se]N=C2C1C=CC(=C2)NS(=O)(=O)C2=CNC1=CC(=CC=C21)Cl